4-(4'-(tertbutyl)phenyl)-2-methyl-indene (S)-methyl-2-(((benzyloxy)carbonyl)amino)-4-oxobutanoate COC([C@H](CC=O)NC(=O)OCC1=CC=CC=C1)=O.C(C)(C)(C)C1=CC=C(C=C1)C1=C2C=C(CC2=CC=C1)C